3-(1-methyl-ethenyl)toluene CC(=C)C=1C=C(C)C=CC1